C/C=C/1\\[C@@H](C(=CO[C@H]1O[C@H]2[C@@H]([C@H]([C@@H]([C@H](O2)CO)O)O)O)C(=O)OC)CC(=O)OCCC3=CC(=C(C=C3)O)O The molecule is a secoiridoid glycoside that is the methyl ester of 3,4-dihydro-2H-pyran-5-carboxylic acid which is substituted at positions 2, 3, and 4 by hydroxy, ethylidene, and carboxymethyl groups, respectively and in which the anomeric hydroxy group at position 2 has been converted into its beta-D-glucoside and the carboxylic acid moiety of the carboxymethyl substituent has been converted to the corresponding 3,4-dihydroxyphenethyl ester (the 2S,3E,4S stereoisomer). The most important phenolic compound present in olive cultivars. It has a role as a plant metabolite, a radical scavenger, an anti-inflammatory agent, an antineoplastic agent, an antihypertensive agent, a NF-kappaB inhibitor, an apoptosis inducer, an antioxidant and a nutraceutical. It is a secoiridoid glycoside, a beta-D-glucoside, a methyl ester, a member of catechols, a diester and a member of pyrans.